C(C)(C)(C)[Si](C)(C)OC1CCC(CC1)C1CC1 tert-butyl-{[(1r,4r)-4-cyclopropylcyclohexyl]oxy}dimethylsilane